C(C)C1=C(C(=NN1)C(=O)NC1=C(C=C(C=C1)C1CNCCO1)C)C 5-ethyl-4-methyl-N-(2-methyl-4-(morpholin-2-yl)phenyl)-1H-pyrazole-3-carboxamide